2,2-bis[(1,3-pentadienylcarbonyloxy)methyl]butyl 2,4-hexadienoate C(C=CC=CC)(=O)OCC(CC)(COC(=O)C=CC=CC)COC(=O)C=CC=CC